C(C)(C)(C)OC(NC=1C(=NC=C(C1)C1=CC=2C3=C(C=NC2C=C1)N(C(C31CCC1)=O)C)OCCCN(C)C)=O (2-(3-(dimethylamino)propoxy)-5-(3'-methyl-2'-oxo-2',3'-dihydrospiro[cyclobutane-1,1'-pyrrolo[2,3-c]quinolin]-8'-yl)pyridin-3-yl)carbamic acid tert-butyl ester